O=C1CC2=C(N1CC(=O)N)C=CS2 2-(5-oxo-5,6-dihydro-4H-thieno[3,2-b]pyrrol-4-yl)acetamide